C12OOCCC2C1 dioxabicyclo[4.1.0]heptane